[Cl-].OCC=1C=C(C=CC1)C1=NN2C(C[NH2+]CC2)=C1C1=CC=NC=C1 2-[3-(hydroxymethyl)phenyl]-3-(pyridin-4-yl)-4,5,6,7-tetrahydropyrazolo[1,5-a]pyrazin-5-ium chloride